NC1(C(C=C(C=C1)Cl)S(=O)(=O)O)Cl 2-amino-2,5-dichlorobenzenesulfonic acid